COC(=O)[C@H]1N(CC(C1)O)C(=O)OC(C)(C)C (2S)-4-hydroxypyrrolidine-1,2-dicarboxylic acid O1-tert-butyl ester O2-methyl ester